5-(4-((2,4-dioxo-1,2,3,4-tetrahydropyrido[3,2-d]pyrimidin-7-yl)methyl)piperazin-1-yl)-N-methylpicolinamide O=C1NC(C2=C(N1)C=C(C=N2)CN2CCN(CC2)C=2C=CC(=NC2)C(=O)NC)=O